FC=1C=CC(=C(C1)CC(=O)O)NC(C1=CC(=C(C=C1)N1CCCCC1)NC(=O)C1=NN(C2=CC=CC=C12)CC1CCNCC1)=O (5-fluoro-2-(4-(piperidin-1-yl)-3-(1-(piperidin-4-ylmethyl)-1H-indazole-3-carboxamido)benzamido)phenyl)acetic acid